(3-((6-amino-8-bromo-2-fluoro-9H-purin-9-yl)methyl)-5-fluorobenzyl)(5-(hydroxymethyl)pyridin-3-yl)carbamic acid tert-butyl ester C(C)(C)(C)OC(N(C=1C=NC=C(C1)CO)CC1=CC(=CC(=C1)F)CN1C2=NC(=NC(=C2N=C1Br)N)F)=O